FC(C1=NN=C(O1)C1=CC(=C(C=C1F)CN1N=C(N=N1)C=1C=C2C=CN=C(C2=CC1)N)F)F 6-[2-[[4-[5-(Difluoromethyl)-1,3,4-oxadiazol-2-yl]-2,5-difluorophenyl]methyl]tetrazol-5-yl]isoquinolin-1-amine